[Al+3].P(=O)([O-])([O-])[O-] phosphate aluminum salt